C(C)N1CC(CCC1)CC1=C(C=CC(=C1)F)S(=O)(=O)NC1=C(C2=C([C@@H]3[C@H](CO2)C3)C=C1)C(=O)O (1aR,7bS)-5-[2-(1-ethylpiperidin-3-ylmethyl)-4-fluorobenzene-sulfonylamino]-1,1a,2,7b-tetrahydrocyclopropa[c]benzopyran-4-carboxylic acid